C(C(=C)C)(=O)OCCOC=1C=C2C=C(C(OC2=CC1)=O)CC(=O)O 2-(6-(2-(methacryloxy)ethoxy)-2-oxo-2H-chromen-3-yl)acetic acid